5-(2,4-difluorophenoxy)-2-nitropyridine FC1=C(OC=2C=CC(=NC2)[N+](=O)[O-])C=CC(=C1)F